2-chloro-4-(8-(4-((1-(1-(2-(2,6-dioxopiperidin-3-yl)-1,3-dioxoisoindolin-5-yl)piperidin-4-yl)azetidin-3-yl)ethynyl)benzoyl)-2,8-diazaspiro[4.5]decan-2-yl)benzonitrile ClC1=C(C#N)C=CC(=C1)N1CC2(CC1)CCN(CC2)C(C2=CC=C(C=C2)C#CC2CN(C2)C2CCN(CC2)C=2C=C1C(N(C(C1=CC2)=O)C2C(NC(CC2)=O)=O)=O)=O